4-methoxyphenoxy-4-methoxyphenyl-phosphoric acid COC1=CC=C(OC2=C(C=CC(=C2)OC)OP(O)(O)=O)C=C1